6-{4-[(2S)-1-(methylcarbamoyl)pyrrolidin-2-yl]piperidin-1-yl}-2-azaspiro[3.3]heptane-2-carboxylic acid ethyl ester C(C)OC(=O)N1CC2(C1)CC(C2)N2CCC(CC2)[C@H]2N(CCC2)C(NC)=O